C(#N)CNC(C1=CC=C(C=C1)C1=NC(=NC=C1)NC1=CC=C(C=C1)OCCCN(CC)CC)=O N-(cyanomethyl)-4-(2-(4-(3-(diethylamino)propoxy)phenylamino)pyrimidin-4-yl)benzamide